5-(4-(((3r,5s)-5-cyclopropyl-4-methylmorpholin-3-yl)methoxy)phenyl)-2-oxo-6-(trifluoromethyl)-1,2-dihydropyridine-3-carboxamide C1(CC1)[C@H]1COC[C@@H](N1C)COC1=CC=C(C=C1)C=1C=C(C(NC1C(F)(F)F)=O)C(=O)N